C(C)(C)(C)C(\C=C\C(C1=CC(=NC=C1)OC)(F)F)O tert-butyl-(E)-4,4-difluoro-4-(2-methoxypyridin-4-yl)but-2-enol